ClC1=CC=C(C=N1)C1=NOC(=C1CN1N=CC(=CC1=O)N1CC(C1)OC(F)(F)F)C 2-((3-(6-chloropyridin-3-yl)-5-methylisoxazol-4-yl)methyl)-5-(3-(trifluoromethoxy)azetidin-1-yl)pyridazin-3(2H)-one